(2R,3R,4S,5R)-2-(4-chloro-5-fluoro-pyrrolo[2,3-d]pyrimidin-7-yl)-5-(hydroxymethyl)tetrahydrofuran-3,4-diol ClC=1C2=C(N=CN1)N(C=C2F)[C@@H]2O[C@@H]([C@H]([C@H]2O)O)CO